C(C)(C)(C)OC(N(CCC1CC=C(CC1)B1OC(C(O1)(C)C)(C)C)C1CCOCC1)=O.NC1=CC=C(C(C(F)(F)F)(C(F)(F)F)C2=CC(=CC=C2)C(C2=CC=C(C=C2)N)(C(F)(F)F)C(F)(F)F)C=C1 1,3-bis(4-amino-alpha,alpha-bistrifluoromethylbenzyl)benzene tert-butyl-(tetrahydro-2H-pyran-4-yl)(2-(4-(4,4,5,5-tetramethyl-1,3,2-dioxaborolan-2-yl)cyclohex-3-en-1-yl)ethyl)carbamate